F[B-](F)(F)F.F[B-](F)(F)F.C1(=CC=CC=C1)C1=C[N+]2=C(C3=[N+]1C=CC=C3)C=CC=C2 6-Phenyldipyrido[1,2-a:2',1'-c]pyrazine-5,8-diium bis(tetrafluoroborate)